ClN1N=CC=2C(=CC=CC12)N chloro-1H-indazol-4-amine